C1(=CC=C(C=C1)C[C@@H](C(=O)N[C@H](C(=O)O)C)N(C=O)O)C1=CC=CC=C1 (S)-2-((S)-3-(biphenyl-4-yl)-2-(N-hydroxyformamido)propanamido)propanoic Acid